C(C)OC=1C(=C(CN(C)CC(=O)O)C=C(C1)C=O)O [(3-ETHOXY-5-FORMYL-2-HYDROXY-BENZYL)-METHYL-AMINO]-ACETIC ACID